N1[C@H](COCC1)CC(=O)O (S)-MORPHOLIN-3-YL-ACETIC ACID